O=C1NC(CCC1N1C(C2=CC=C(C=C2C1)CNC(C(C1=CC(=CC=C1)S(=O)(=O)C)(F)F)=O)=O)=O N-((2-(2,6-dioxopiperidin-3-yl)-1-oxoisoindolin-5-yl)methyl)-2,2-difluoro-2-(3-(methylsulfonyl)phenyl)acetamide